FC=1C=C(CNC2=NC=C(C=N2)C2=NNC(O2)=O)C=C(C1)F 5-(2-((3,5-Difluorobenzyl)amino)pyrimidin-5-yl)-1,3,4-oxadiazole-2(3H)-on